CC1=CC=C(C=C1)S(=O)(=O)O.ClC1=CC(=C(C=C1)C1(OC2=C(O1)C=CC=C2C2CCNCC2)C)F 4-(2-(4-chloro-2-fluorophenyl)-2-methylbenzo[d][1,3]dioxol-4-yl)piperidine 4-methylbenzenesulfonic acid salt